N-[3-(Trimethoxysilyl)propyl]-N,N,N-trimethylammonium CO[Si](CCC[N+](C)(C)C)(OC)OC